C1(=CC=CC=C1)OC(NC1=CC=C2C=3C(C4=C(C(C3NC2=C1)(C)C)C=C(C=C4)OCCN(CC)CC)=O)=O [8-(2-Diethylamino-ethoxy)-6,6-dimethyl-11-oxo-6,11-dihydro-5H-benzo[b]carbazol-3-yl]carbamic acid phenyl ester